2,2,2-trichloroethyl (3-(tert-butyl)-1-(quinolin-6-yl)-1H-pyrazol-5-yl)carbamate C(C)(C)(C)C1=NN(C(=C1)NC(OCC(Cl)(Cl)Cl)=O)C=1C=C2C=CC=NC2=CC1